C1=C(C=CC2=CC=CC=C12)CS(=O)(=O)O naphthalene-2-methanesulfonic acid